4-(((3s,4r)-1-((4-chloro-2-cyanophenyl)sulfonyl)-4-hydroxy-4-(hydroxymethyl)pyrrolidin-3-yl)oxy)-2-fluorobenzonitrile ClC1=CC(=C(C=C1)S(=O)(=O)N1C[C@@H]([C@@](C1)(CO)O)OC1=CC(=C(C#N)C=C1)F)C#N